C(CCCCCCCC)N(C(=O)N)CCCCCCCCC N,N-dinonylurea